[(1S)-3-[3-Benzyloxy-4,4,4-trifluoro-3-(2-furyl)butoxy]-1-methyl-propoxy]-tert-butyl-dimethyl-silane C(C1=CC=CC=C1)OC(CCOCC[C@@H](O[Si](C)(C)C(C)(C)C)C)(C(F)(F)F)C=1OC=CC1